FC1(CCN(CC1)C=1C=C(C=C2C=C(C(=NC12)N)C)N)F 8-(4,4-difluoropiperidyl)-3-methylquinoline-2,6-diamine